ONC(C1=CC=C(C=C1)CNC1=CC=C(C=C1)OC)=O N-hydroxy-4-(((4-methoxyphenyl)amino)methyl)benzamide